C(C)(C)(C)OCCCCCCC1=C(C(C2=CC=CC(=C12)C1=CC=C(C=C1)C(C)(C)C)[SiH](C1=CC=CC=C1)CC1C(=CC2=C(C=CC=C12)C1=CC=C(C=C1)C(C)(C)C)C(C)C)C (3-(6-(tert-butoxy)hexyl)-4-(4-(tert-butyl)phenyl)-2-methyl-1H-inden-1-yl)(4-(4-(tert-butyl)phenyl)-2-isopropyl-1H-inden-1-yl)methylphenylsilane